N1(CCCCCC1)CC1=CC=C(CNC2=C3C(N(C(=NC3=CC=C2)C)C2C(NC(CC2)=O)=O)=O)C=C1 3-(5-((4-(azepan-1-ylmethyl)benzyl)amino)-2-methyl-4-oxoquinazolin-3(4H)-yl)piperidine-2,6-dione